2,2'-((2,2,3,3-tetrafluorobutane-1,4-diyl)bis(oxy))bis(ethane-1-thiol) FC(COCCS)(C(COCCS)(F)F)F